1-(2-ethylphenyl)-5-methyl-N-(naphthalen-2-yl)-1H-pyrazole-4-carboxamide C(C)C1=C(C=CC=C1)N1N=CC(=C1C)C(=O)NC1=CC2=CC=CC=C2C=C1